S1C(=NC2=C1C=CC=C2)C(=O)[C@H](CCCNC(=N)N)NC(=O)[C@@H]2CCCCNC(C[C@@H](C(N[C@H](C(N2)=O)CCSC)=O)NC(C)=O)=O N-[(S)-1-[(1,3-benzothiazol-2-yl)carbonyl]-4-guanidinobutyl]-(3S,6S,14S)-6-acetylamino-3-[2-(methylthio)ethyl]-2,5,8-trioxo-1,4,9-triaza-14-cyclotetradecanecarboxamide